2-chloro-6-fluoroquinazolin-4-amine ClC1=NC2=CC=C(C=C2C(=N1)N)F